1-(1,1,2,2-tetrafluoroethoxy)propane Ethyl-1-(7-(2,3-dichloro-6-methoxyphenyl)imidazo[1,2-a]pyridin-2-yl)cyclopropane-1-carboxylate C(C)OC(=O)C1(CC1)C=1N=C2N(C=CC(=C2)C2=C(C(=CC=C2OC)Cl)Cl)C1.FC(C(F)F)(OCCC)F